(S)-(5-(oxazol-4-yl)isochroman-1-yl)methanamine HCl salt Cl.O1C=NC(=C1)C1=C2CCO[C@@H](C2=CC=C1)CN